CC(C(=O)C1=CC=C(C=C1)CCCCCC)(C)N1CCOCC1 2-methyl-1-(4-hexylphenyl)-2-morpholinopropan-1-one